BrC1=C(NC=2NN(C=3C2N=CC(C3)=N[C@H](C(=O)O)C)C)C=CC=C1C1=CC=CC=C1 (S)-2-((3-(2-bromo-3-phenylanilino)-1-methylpyrazolo[4,5-b]pyridin-6-ylidene)amino)-propionic acid